4-amino-N-((5-chloro-2-pyridinyl)methyl)-N-(2-propanyl)-1,3-dihydrofuro[3,4-c][1,7]naphthyridine-8-carboxamide NC1=NC=2C=NC(=CC2C2=C1COC2)C(=O)N(C(C)C)CC2=NC=C(C=C2)Cl